ClC1=C(C=C(C=C1)[C@@H]1N(OCC1)C1=CC(=NC=N1)NC=1C(=CC(=C(C1)NC(C=C)=O)N1CCC(CC1)N1CCC(CC1)N(C)C)OC)F N-(5-((6-((R)-3-(4-chloro-3-fluorophenyl)isoxazolidine-2-yl)pyrimidine-4-yl)amino)-2-(4-(dimethylamino)-[1,4'-bipiperidine]-1'-yl)-4-methoxyphenyl)acrylamide